(2R,3R,4S,5R,6R)-N-Benzyl-3,5-dihydroxy-N-((1S,2S)-2-hydroxycyclohexyl)-6-(hydroxymethyl)-4-(4-(3,4,5-trifluorophenyl)-1H-1,2,3-triazol-1-yl)tetrahydro-2H-pyran-2-carboxamid C(C1=CC=CC=C1)N(C(=O)[C@@H]1O[C@@H]([C@@H]([C@@H]([C@H]1O)N1N=NC(=C1)C1=CC(=C(C(=C1)F)F)F)O)CO)[C@@H]1[C@H](CCCC1)O